5-(benzylthio)-7-chloro-3-iodopyrazolo[1,5-a]pyridine C(C1=CC=CC=C1)SC1=CC=2N(C(=C1)Cl)N=CC2I